(S)-(l)-N-{{3-[1-benzoyl-3-(3,4-dichlorophenyl)piperidin-3-yl]propan-1-yl}-4-phenylpiperidin-4-yl}-N-methylacetamide C(C1=CC=CC=C1)(=O)N1C[C@@](CCC1)(C1=CC(=C(C=C1)Cl)Cl)CCCN1CCC(CC1)(C1=CC=CC=C1)N(C(C)=O)C